FC=1C=C(C(=C(C1)B1OC(C(O1)(C)C)(C)C)C)[N+](=O)[O-] 2-(5-fluoro-2-methyl-3-nitrophenyl)-4,4,5,5-tetramethyl-1,3,2-dioxaborolane